7-[(3S)-3,4-dimethylpiperazin-1-yl]-2-(4,6-dimethylpyrazolo[1,5-a]pyrazin-2-yl)-4H-pyrido[1,2-a]pyrimidin-4-one C[C@H]1CN(CCN1C)C=1C=CC=2N(C(C=C(N2)C2=NN3C(C(=NC(=C3)C)C)=C2)=O)C1